CN(C)C1=C(C(=O)OCCCCCC(C)C)C=CC(=C1)C(=O)[O-] isooctyl N,N-dimethylamino-terephthalate